1,4-bis(3-mercaptobutoxy)butane SC(CCOCCCCOCCC(C)S)C